4-(2-(3,4-Dimethoxyphenyl)-1H-benzo[d]imidazol-6-yl)piperidine-1-carboxylic acid tert-butyl ester C(C)(C)(C)OC(=O)N1CCC(CC1)C=1C=CC2=C(NC(=N2)C2=CC(=C(C=C2)OC)OC)C1